C[C@@H]1CN(C[C@@H](O1)C)CCN1N=CC=2C(=NC(=CC21)C(=O)N)C2=NC(=NN2C)C2=C(C(=NN2CC)C)F 1-{2-[(2R,6S)-2,6-dimethylmorpholin-4-yl]ethyl}-4-[3-(1-ethyl-4-fluoro-3-methyl-1H-pyrazol-5-yl)-1-methyl-1H-1,2,4-triazol-5-yl]-1H-pyrazolo[4,3-c]pyridine-6-carboxamide